3-(2-(5-(4-fluorobenzylidene)-3-(3-isopropylphenyl)-4-oxothiazolidin-2-ylidene)hydrazono)-5-chloroindol-2-one FC1=CC=C(C=C2C(N(C(S2)=NN=C2C(NC3=CC=C(C=C23)Cl)=O)C2=CC(=CC=C2)C(C)C)=O)C=C1